tri(2-hydroxy-1-propyl)amine OC(CN(CC(C)O)CC(C)O)C